CN(CCCN1C(=C(C=2C(=C3C(=NC21)CCCCC3)NC(C)=O)C)C)C N-(1-(3-(dimethylamino)propyl)-2,3-dimethyl-1,5,6,7,8,9-hexahydrocyclohepta[b]pyrrolo[3,2-e]pyridin-4-yl)acetamide